racemic-N-(1-(2-cyano-5-fluorophenyl)ethyl)-5-fluoro-2-methoxy-N-methylnicotinamide C(#N)C1=C(C=C(C=C1)F)[C@@H](C)N(C(C1=C(N=CC(=C1)F)OC)=O)C |r|